3-cyclobutyl-N-(methanesulfonyl)-4-{4-[2-(morpholin-4-yl)ethyl]piperidin-1-yl}-1-phenyl-1H-pyrazolo[3,4-b]pyridine-6-carboxamide C1(CCC1)C1=NN(C2=NC(=CC(=C21)N2CCC(CC2)CCN2CCOCC2)C(=O)NS(=O)(=O)C)C2=CC=CC=C2